5-(5-(2-(4-chlorophenyl)cyclopropyl)-6-methoxypyridazin-3-yl)pyrimidine ClC1=CC=C(C=C1)C1C(C1)C=1C=C(N=NC1OC)C=1C=NC=NC1